N-((5-amino-1-(4-(trifluoromethyl)phenyl)-1,2,3,4-tetrahydroquinolin-3-yl)methyl)-acrylamide NC1=C2CC(CN(C2=CC=C1)C1=CC=C(C=C1)C(F)(F)F)CNC(C=C)=O